(R)-2-amino-3-[(7-isopropylthieno[3,2-b]pyridine-2-carbonyl)amino]propanoic acid N[C@@H](C(=O)O)CNC(=O)C1=CC2=NC=CC(=C2S1)C(C)C